7-fluoro-5-[5-(methoxymethyloxy)-6-[6-(3,3,5,5-tetramethylpiperazin-1-yl)pyridazin-3-yl]-3-pyridyl]-2-methyl-indazole FC1=CC(=CC2=CN(N=C12)C)C=1C=NC(=C(C1)OCOC)C=1N=NC(=CC1)N1CC(NC(C1)(C)C)(C)C